OC1CN(CC1)C(CNC1=NC(=NC=C1)C1=NC=NC=C1)=O ((2-(3-hydroxypyrrolidin-1-yl)-2-oxoethyl)amino)-[2,4'-bipyrimidine]